BrC1=C(C=CC(=C1)CBr)COC 2-bromo-4-(bromomethyl)-1-(methoxymethyl)benzene